C(C)(C)C=1C=NN2C1N=C(N=C2NC=2C=C(C=CC2)NC(C=C)=O)S(=O)(=O)C N-(3-((8-isopropyl-2-(methylsulfonyl)pyrazolo[1,5-a][1,3,5]triazin-4-yl)amino)Phenyl)acrylamide